3-{4-[(1S,4S,5R)-5-{[5-cyclopropyl-3-(2,6-dichlorophenyl)-1,2-oxazol-4-yl]methoxy}-2-azabicyclo[2.2.1]heptan-2-yl]-3-fluorophenyl}butanoic acid C1(CC1)C1=C(C(=NO1)C1=C(C=CC=C1Cl)Cl)CO[C@H]1[C@@H]2CN([C@H](C1)C2)C2=C(C=C(C=C2)C(CC(=O)O)C)F